Methyl-cyclopropanecarboxylate COC(=O)C1CC1